3-(3,5-dimethoxybenzylidene)-5-(4-pyridyl)-N-methyl-4-piperidone COC=1C=C(C=C2CN(CC(C2=O)C2=CC=NC=C2)C)C=C(C1)OC